O=C1OC2=CC=CC=C2C=C1C(=O)OCCCCSC1=CC(=NC2=CC=CC=C12)C=1C=C(C=CC1)C 4-((2-(m-tolyl)quinolin-4-yl)thio)butyl 2-oxo-2H-chromene-3-carboxylate